CN1N=C2C=CC(=CC2=C1)N1C=NC2=CC(=CC=C2C1=O)N1CCNCC1 3-(2-methyl-2H-indazol-5-yl)-7-(piperazin-1-yl)quinazolin-4(3H)-one